NC1=CC=CC(=N1)S(=O)(=O)NC(=O)C=1C(=NC(=CC1)C1=CC(=CC(=C1)OCC(C)C)F)OC(CC1=CC=CC=C1)(C)C N-[(6-Amino-2-pyridyl)sulfonyl]-2-(1,1-dimethyl-2-phenylethoxy)-6-(3-fluoro-5-isobutoxyphenyl)pyridin-3-carboxamid